tert-Butyl (S)-3-((4-((4-(difluoromethoxy)-2,3-difluorophenyl)amino)-7-fluoropyrido[3,2-d]pyrimidin-6-yl)oxy)pyrrolidine-1-carboxylate FC(OC1=C(C(=C(C=C1)NC=1C2=C(N=CN1)C=C(C(=N2)O[C@@H]2CN(CC2)C(=O)OC(C)(C)C)F)F)F)F